2-[1-[6-[5-(5-chloro-2-fluoro-phenyl)-1H-imidazol-4-yl]-1,5-naphthyridin-3-yl]piperazin-2-yl]acetic acid ClC=1C=CC(=C(C1)C1=C(N=CN1)C=1N=C2C=C(C=NC2=CC1)N1C(CNCC1)CC(=O)O)F